C(C)OC(=O)C=1C(N(C2=CC=C(C=C2C1)Br)CCN1CCOCC1)=O 6-bromo-1-(2-morpholinoethyl)-2-oxo-quinoline-3-carboxylic acid ethyl ester